ClC=1C=C2C(=NC(=NC2=C(C1C1=CC=C(C2=C1N=C(S2)N)F)F)OCCCN2CCCC2)N2CCNCC(C2)(F)F 4-(6-chloro-4-(6,6-difluoro-1,4-diazepan-1-yl)-8-fluoro-2-(3-(pyrrolidin-1-yl)-propoxy)quinazolin-7-yl)-7-fluorobenzo[d]thiazol-2-amine